N-[2-(5-chloro-1,3-benzoxazol-2-yl)-2-azaspiro[4.4]nonan-8-yl]-1,1-dioxo-thiolane-3-carboxamide ClC=1C=CC2=C(N=C(O2)N2CC3(CC2)CCC(C3)NC(=O)C3CS(CC3)(=O)=O)C1